[Cl-].C(CC)[NH+](CC)CC propyl-N,N-diethylammonium chloride